BrC=1C(=C(OC2CCC(CC2)CO)C=CC1)C ((1r,4r)-4-(3-bromo-2-methylphenoxy)cyclohexyl)methanol